ethyl (2-cyano-3-cyclopropylphenyl)carbamate C(#N)C1=C(C=CC=C1C1CC1)NC(OCC)=O